ClC=1C2=C(N=CN1)C=C(S2)C(=O)O 4-chlorothieno[3,2-d]pyrimidine-6-carboxylic acid